N'-((4-fluoro-2,6-diisopropylphenyl)carbamoyl)naphthalene-2-sulfonimidamide FC1=CC(=C(C(=C1)C(C)C)NC(=O)N=S(=O)(N)C1=CC2=CC=CC=C2C=C1)C(C)C